1-(2-(4-(pyridin-2-yl)phenyl)acetyl)piperidine-3-carboxylic acid N1=C(C=CC=C1)C1=CC=C(C=C1)CC(=O)N1CC(CCC1)C(=O)O